NC1=C2C(=NC=N1)N(N=C2C#CC=2C=CC1=C(N=C(S1)C)C2)[C@@H]2CN(CC2)C(C=C)=O (S)-1-(3-(4-amino-3-((2-methylbenzo[d]thiazol-5-yl)ethynyl)-1H-pyrazolo[3,4-d]pyrimidin-1-yl)pyrrolidin-1-yl)prop-2-en-1-one